COC1=C(C=C2C=NC=NC2=C1)C(C(=O)N)=C 7-methoxyquinazolin-6-yl-acrylamide